BrC=1C=C(C=CC1O)S(=O)(=O)N(CCC)C 3-Bromo-4-hydroxy-N-methyl-N-propyl-benzenesulfonamide